[2H]O[2H] dideuterium oxide